N-[3-[2-(difluoromethoxy)-5-methylsulfanyl-phenyl]-1-[2-oxo-2-[4-(3-oxopiperazin-1-yl)-1-piperidyl]ethyl]pyrazol-4-yl]pyrazolo[1,5-a]pyrimidine-3-carboxamide FC(OC1=C(C=C(C=C1)SC)C1=NN(C=C1NC(=O)C=1C=NN2C1N=CC=C2)CC(N2CCC(CC2)N2CC(NCC2)=O)=O)F